CC1(COC1)COCOCOCC1(COC1)C bis[(3-methyl-3-oxetylmethoxy) methyl] ether